[Si](C1=CC=CC=C1)(C1=CC=CC=C1)(C(C)(C)C)OCC1CCC(CC1)C=O (1r,4r)-4-(((tert-butyldiphenylsilyl)oxy)methyl)cyclohexane-1-carbaldehyde